BrC=1C=C(C(=NC1)NC1=CC(=C(C(=O)OC)C(=C1)OC)OC)[N+](=O)[O-] methyl 4-[(5-bromo-3-nitro-2-pyridyl)amino]-2,6-dimethoxy-benzoate